1-[3-acetyl-6-[6-fluoro-5-[(6-methylpyridazin-3-yl)amino]benzimidazol-1-yl]-2-pyridyl]-5-methyl-pyrazole-3-carbonitrile C(C)(=O)C=1C(=NC(=CC1)N1C=NC2=C1C=C(C(=C2)NC=2N=NC(=CC2)C)F)N2N=C(C=C2C)C#N